tris-tert-butyl-2,2':6',2''-terpyridine C(C)(C)(C)C=1C(=C(C(=NC1)C1=NC(=CC=C1)C1=NC=CC=C1)C(C)(C)C)C(C)(C)C